C(C)(C)(C)OC(NCC1=C(C(=CC=C1)C=1C=NN(C1)C1=CC=C(C=C1)F)F)=O 2-Fluoro-3-(1-(4-fluorophenyl)-1H-pyrazol-4-yl)benzyl-carbamic acid tert-butyl ester